4-(4-(3,8-diazabicyclo[3.2.1]octan-3-yl)-2-(((2R,7aS)-2-fluorotetrahydro-1H-pyrrolizin-7a(5H)-yl)methoxy)-5,6,7,8-tetrahydroquinazolin-7-yl)naphthalen-2-ol C12CN(CC(CC1)N2)C2=NC(=NC=1CC(CCC21)C2=CC(=CC1=CC=CC=C21)O)OC[C@]21CCCN1C[C@@H](C2)F